C(C)S(=O)(=O)NCCCNC(C1=CC=C(C=C1)C=O)=O N-{3-[(ethanesulfonyl)amino]propyl}-4-formylbenzamide